C(C)(C)(C)OC(=O)N1CCC(CC1)(C(N[C@@H]1CN(CC1)C)=O)C=1C=C(C(=NC1)C=1C(=NC=C(C1)F)OC)F 4-{3,5'-difluoro-2'-methoxy-[2,3'-bipyridin]-5-yl}-4-{[(3S)-1-methylpyrrolidin-3-yl]carbamoyl}piperidine-1-carboxylic acid tert-butyl ester